B(F)(F)F.C(C)(C)(C)[NH3+] t-butyl-ammonium trifluoroborate